1-[6-(4-fluoro-benzyl)-3,3-dimethyl-2,3-dihydro-pyrrolo[3,2-b]pyridin-1-yl]-ethanone FC1=CC=C(CC=2C=C3C(=NC2)C(CN3C(C)=O)(C)C)C=C1